C12CC(CC(N1)C2)C2=C1CN(CC1=CC=C2F)C2C(NC(CC2)=O)=O 4-(6-Azabicyclo[3.1.1]heptane-3-yl)-2-(2,6-dioxopiperidin-3-yl)-5-fluoroisoindoline